BrC=1N=C2C(=C(C(N(C2=CC1)C)=O)[N+](=O)[O-])N1CCN(CC1)C(C1=CC=CC=C1)C1=C(C=CC=C1)O 6-bromo-4-(4-((2-hydroxyphenyl)(phenyl)methyl)piperazin-1-yl)-1-methyl-3-nitro-1,5-naphthyridin-2(1H)-one